OCC=1C=CC(=C(C(=O)N)C1)[N+](=O)[O-] 5-(hydroxymethyl)-2-nitrobenzamide